2-chloro-7-(chloromethyl)-4-(piperidin-1-yl)quinazoline ClC1=NC2=CC(=CC=C2C(=N1)N1CCCCC1)CCl